N-[2-(3,3-difluoropyrrolidin-1-yl)-4-(2-fluorophenyl)-3-pyridyl]-1-isopropyl-4,6-dihydropyrrolo[3,4-c]pyrazole-5-carboxamide FC1(CN(CC1)C1=NC=CC(=C1NC(=O)N1CC=2N(N=CC2C1)C(C)C)C1=C(C=CC=C1)F)F